CC(COC(C)C)(C)NC1=CC(=NC2=CN=CC=C12)C1=CC=NC=C1 N-[2-methyl-1-(propan-2-yloxy)propan-2-yl]-2-(pyridin-4-yl)-1,7-naphthyridin-4-amine